(2H-benzotriazol-2-yl)-4-hydroxy-5-t-butylphenyl-propionic acid N=1N(N=C2C1C=CC=C2)C(C(=O)O)(C)C2=CC=C(C(=C2)C(C)(C)C)O